C1=CC=CC=2C3=CC=CC=C3C(C12)CC1OC2(CN(C1C2)C(=O)OCCCN(C[C@H](COCC2=CC=CC=C2)O)CC2=CC=CC=C2)C2=CC(=C(C=C2)Cl)Cl 3-{benzyl-[(2R)-3-(benzyloxy)-2-hydroxypropyl]amino}propan-1-ol (9H-fluoren-9-yl)methyl-1-(3,4-dichloro-phenyl)-2-oxa-5-azabicyclo[2.2.1]heptane-5-carboxylate